CC1=C(C=CC(=N1)C1=CN=C2N(C1=O)CCCN2CCC)OC2=CC(=NC=C2)C=2C=NN(C2)C 3-(6-methyl-5-((2-(1-methyl-1H-pyrazol-4-yl)pyridin-4-yl)oxy)pyridin-2-yl)-9-propyl-6,7,8,9-tetrahydro-4H-pyrimido[1,2-a]pyrimidin-4-one